(S)-1-(8-(4,4,5,5-Tetramethyl-1,3,2-dioxaborolan-2-yl)-2,3-dihydrobenzo[f][1,4]oxazepin-4(5H)-yl)propan-2-ol CC1(OB(OC1(C)C)C1=CC2=C(CN(CCO2)C[C@H](C)O)C=C1)C